(5-methylfuran-3-yl)methanol CC1=CC(=CO1)CO